((trans)-6'-fluorotetrahydrospiro[cyclopropan-1,3'-pyrrolizin]-7a'(5'H)-yl)methanol F[C@@H]1CN2C3(CC[C@@]2(C1)CO)CC3